tert-butyl (3S,4S)-3-((6-(6-cyclopropyl-7-methoxyimidazo[1,2-b]pyridazin-3-yl)-1,3-dihydrofuro[3,4-c]pyridin-4-yl)amino)-4-fluoropiperidine-1-carboxylate C1(CC1)C=1C(=CC=2N(N1)C(=CN2)C2=CC1=C(C(=N2)N[C@H]2CN(CC[C@@H]2F)C(=O)OC(C)(C)C)COC1)OC